1-phenylcyclobutan-1-amine hydrochloride Cl.C1(=CC=CC=C1)C1(CCC1)N